FC1=C(C=C(C=C1)C1(CCC1)NC[C@@H]1NCCC1)C(F)(F)F 1-[4-fluoro-3-(trifluoromethyl)phenyl]-N-{[(2R)-pyrrolidin-2-yl]methyl}cyclobutan-1-amine